C(C1=CC=CC=C1)C1=NC(=NN1)C(=O)NC1C=2N(C3=C(CC1)C=CC=C3)C(ON2)=O 5-benzyl-N-(1-oxo-5,6-dihydro-1H,4H-benzo[f][1,2,4]oxadiazolo[4,3-a]azepin-4-yl)-1H-1,2,4-triazole-3-carboxamide